Ethyl N-(α-iminobenzyl)dithiocarbamate N=C(C1=CC=CC=C1)NC(SCC)=S